CN1CCC(CC1)C1=CC=2C3=C(N(C2C=C1)CC(F)(F)F)C(=NC=N3)O 8-(1-methyl-4-piperidyl)-5-(2,2,2-trifluoroethyl)pyrimido[5,4-b]indol-4-ol